C(#N)C=1C=C(C(=O)O)C=C(C1)C#N 3,5-dicyanobenzoic acid